3,4,5-tris(methoxymethoxy)benzaldehyde COCOC=1C=C(C=O)C=C(C1OCOC)OCOC